O[Sn](C)(C)C hydroxy(trimethyl)stannane